2-(6,6-difluorohexyl)-5,6-dimethoxy-3-methylcyclohexa-2,5-diene-1,4-dione FC(CCCCCC=1C(C(=C(C(C1C)=O)OC)OC)=O)F